CC1C(=CC2=CC=CC=C12)[Hf]C=1C(C2=CC=CC=C2C1)C bis(1-methylindenyl)hafnium